5,6-diphenyl-3-chloropyridine C1(=CC=CC=C1)C=1C=C(C=NC1C1=CC=CC=C1)Cl